3-(7-(3-hydroxynaphthalen-1-yl)-2-(((S)-1-methylpyrrolidin-2-yl)methoxy)-5,6,7,8-tetrahydropyrido[3,4-d]pyrimidin-4-yl)-3,8-diazabicyclo[3.2.1]octan-6-ol OC=1C=C(C2=CC=CC=C2C1)N1CC=2N=C(N=C(C2CC1)N1CC2CC(C(C1)N2)O)OC[C@H]2N(CCC2)C